CC=1C=2N(C=CC1)N=C(C2)[C@@H]2N(CCC1=C2N=CN1)C(=O)C1=CC=NN1C1=NC=CC=C1 (R)-(4-(4-methylpyrazolo[1,5-a]pyridin-2-yl)-6,7-dihydro-1H-imidazo[4,5-c]pyridin-5(4H)-yl)(1-(pyridin-2-yl)-1H-pyrazol-5-yl)methanone